C(#N)[C@H](C[C@@H]1C(NCC1)=O)NC(=O)[C@@H]1N([C@H]2CC([C@@H]1CC2)(F)F)C(=O)C=2NC1=CC(=CC(=C1C2)C(F)F)F (1R,3R,4R)-N-((S)-1-cyano-2-((R)-2-oxopyrrolidin-3-yl)ethyl)-2-(4-(difluoromethyl)-6-fluoro-1H-indole-2-carbonyl)-5,5-difluoro-2-azabicyclo[2.2.2]octane-3-carboxamide